2-(2-((7-(3-(aminomethyl)phenyl)-5-fluorobenzofuran-2-yl)methoxy)phenyl)acetic acid NCC=1C=C(C=CC1)C1=CC(=CC=2C=C(OC21)COC2=C(C=CC=C2)CC(=O)O)F